CN1C(=NC2=C1C=CC=C2)C2=CC=CC=C2 1-Methyl-2-phenylbenzimidazole